N-(benzylsulfonyl)acetamide C(C1=CC=CC=C1)S(=O)(=O)NC(C)=O